Methyl 6,7,8,9-tetrahydro-2,2a,5,6-tetraazabenzo[cd]azulene-4-carboxylate C1=NN2C=3C(NCCCC13)=NC(=C2)C(=O)OC